C(C)(C)(C)OC(=O)N1CCC(=CC1)C1=CC=CC=2OC(OC21)(C)C2=NC=C(C=C2)Cl 4-(2-(5-Chloropyridin-2-yl)-2-methylbenzo[d][1,3]dioxol-4-yl)-3,6-dihydropyridine-1(2H)-carboxylic acid tert-butyl ester